7-(cyclopropylsulfonylamino)-N-(2',6'-dichloro-[3,4'-bipyridin]-4-yl)quinazoline-2-carboxamide C1(CC1)S(=O)(=O)NC1=CC=C2C=NC(=NC2=C1)C(=O)NC1=C(C=NC=C1)C1=CC(=NC(=C1)Cl)Cl